FC=1C(=CC(=C(C1)NC=1N=C(C2=C(N1)NC=C2C(F)(F)F)NC)OC)S(=O)(=O)N2CCC(CC2)N2CCOCC2 N2-(5-fluoro-2-methoxy-4-((4-morpholino-piperidin-1-yl)sulfonyl)phenyl)-N4-methyl-5-(trifluoromethyl)-7H-pyrrolo[2,3-d]pyrimidine-2,4-diamine